C(C)C(COC=1C=CSC1)CCCC 4-((2-ethylhexyl)oxy)thiophene